[Ti].[Si].[Fe] iron-silicon-titanium